Ethyl 5-amino-2-[1-(cyclopropyl-methyl)-1H-pyrazol-4-yl]-3-fluorobenzoate NC=1C=C(C(=C(C(=O)OCC)C1)C=1C=NN(C1)CC1CC1)F